C(#N)C=1C=C(C=NC1OC)C(=O)N1C(CN(CC1)C(C(=O)NC1=NC=C(C=C1)OC1=CC=C(C=C1)F)C)(C)C 2-[4-(5-cyano-6-methoxypyridine-3-carbonyl)-3,3-dimethylpiperazin-1-yl]-N-[5-(4-fluorophenoxy)pyridin-2-yl]propanamide